O[C@@H]1[C@H](CCCC1)NC(C1=CC(=C(C=C1)C)NCC=1C=NC=C(C1)C=1N=CC=2N(C1)C=CN2)=O N-[(1S,2S)-2-hydroxycyclohexyl]-3-({[5-(imidazo[1,2-a]pyrazin-6-yl)pyridin-3-yl]methyl}amino)-4-methylbenzamide